OCC1(CN(C1)C(=O)OC)C methyl 3-(hydroxymethyl)-3-methylazetidine-1-carboxylate